2-methyl-5-[(1E)-3-oxoprop-1-en-1-yl]pyridine-3-carbonitrile CC1=NC=C(C=C1C#N)\C=C\C=O